FC1=C(CN(S(=O)(=O)C)C2=C(C=CC=C2)OC)C=CC(=C1)C(=O)NNC(C(F)(F)F)=O N-(2-fluoro-4-(2-(2,2,2-trifluoroacetyl)hydrazine-1-carbonyl)benzyl)-N-(2-methoxyphenyl)methanesulfonamide